N-(5-(methylsulfanyl)-1,3,4-thiadiazol-2-yl)-5-(phenylamino)benzo[c]isoxazole-3-carboxamide CSC1=NN=C(S1)NC(=O)C1=C2C(=NO1)C=CC(=C2)NC2=CC=CC=C2